N-((1r,4r)-4-(difluoromethoxy)cyclohexyl)-5-methyl-2-(1-methyl-1H-imidazol-5-yl)pyrimidine-4-carboxamide FC(OC1CCC(CC1)NC(=O)C1=NC(=NC=C1C)C1=CN=CN1C)F